cobalt (N,N-diisopropylacetamidine) C(C)(C)N(C(C)=N)C(C)C.[Co]